2,4-diamino-6-[1-(7-fluoro-2-pyridin-2-yl-quinolin-3-yl)-ethylamino]-pyrimidin-5-carbonitrile NC1=NC(=C(C(=N1)N)C#N)NC(C)C=1C(=NC2=CC(=CC=C2C1)F)C1=NC=CC=C1